5-(n-Butylsulfonyl)-3-methylbenzofuran-2-carboxylic acid ethyl ester C(C)OC(=O)C=1OC2=C(C1C)C=C(C=C2)S(=O)(=O)CCCC